(2-methyl-3-phenyl-2,4,5,7-tetrahydro-6H-pyrazolo[3,4-c]pyridin-6-yl)(quinolin-2-yl)methanone CN1N=C2CN(CCC2=C1C1=CC=CC=C1)C(=O)C1=NC2=CC=CC=C2C=C1